N-(4,6-difluoro-3-iodo-5-trimethylsilyl-2-pyridyl)carbamic acid ethyl ester C(C)OC(NC1=NC(=C(C(=C1I)F)[Si](C)(C)C)F)=O